OC1(C(NC2=CC(=CC=C12)C#CC1=NC=CC2=CN=C(C=C12)NC1=CC=C(C=C1)S(=O)(=O)C)=O)C 3-hydroxy-3-methyl-6-((7-((4-(methylsulfonyl)phenyl)amino)-2,6-naphthyridin-1-yl)ethynyl)indolin-2-one